C(C)(C)(C)OC(=O)N1CCN(CC1)C(CCCCCCCCC\C=C/CCCCCCCC)=O.N1(CCNCC1)C(CCCCCCCCC\C=C/CCCCCCCC)=O (Z)-1-(Piperazin-1-yl)icos-11-en-1-one tert-Butyl-(Z)-4-(icos-11-enoyl)piperazine-1-carboxylate